methyl 2-[(diphenylmethylene)amino]-3-methylpyridine-4-carboxylate C1(=CC=CC=C1)C(C1=CC=CC=C1)=NC1=NC=CC(=C1C)C(=O)OC